ClCN1C(NC(C1=O)(C1=CC=CC=C1)C1=CC=CC=C1)=O 3-(chloromethyl)-5,5-diphenylhydantoin